pyrimidin-2-yl-3-methylpiperidin-4-ol N1=C(N=CC=C1)N1CC(C(CC1)O)C